C=1N=CN2C1C1=CC=CC=C1[C@H]2[C@@H]2[C@H](C=1N(CC2)N=C(C1)C)O (4R,5R)-5-((R)-5H-imidazo[5,1-a]isoindol-5-yl)-2-methyl-4,5,6,7-tetrahydropyrazolo[1,5-a]pyridin-4-ol